6-bromo-4-(3-chloro-2-fluoro-phenoxy)quinazoline BrC=1C=C2C(=NC=NC2=CC1)OC1=C(C(=CC=C1)Cl)F